ethyl 3-cyano-3-(3-methoxyphenyl)-3-methylpropanoate C(#N)C(CC(=O)OCC)(C)C1=CC(=CC=C1)OC